N2-(7-bromo-1-methyl-1H-indazol-4-yl)-N4-methyl-5-(trifluoromethyl)pyrimidine-2,4-diamine BrC=1C=CC(=C2C=NN(C12)C)NC1=NC=C(C(=N1)NC)C(F)(F)F